N1(C2C(CCC1)CSSC2)C(=O)[O-] hexahydro-[1,2]dithiino[4,5-b]pyridine-1(2H)-carboxylate